C(#N)[C@H](CC1=CC=C(C=C1)C=1C=CC2=C(N(C(O2)=O)CC(F)F)C1)NC(=O)[C@H]1OCCCNC1 (2S)-N-[(1S)-1-Cyano-2-{4-[3-(2,2-difluoroethyl)-2-oxo-2,3-dihydro-1,3-benzoxazol-5-yl]phenyl}ethyl]-1,4-oxazepane-2-carboxamide